BrC1=NC=2C(CCCC2C=C1)=O 2-bromo-6,7-dihydroquinolin-8(5H)-one